S1C=NC=2N=CN=C(C21)NC2=CC(=NN2)[C@@H]2C[C@@H](CC2)N(C([O-])=O)C(C)C |o1:15,17| rel-(1R,3S)-3-(5-(thiazolo[4,5-d]pyrimidin-7-ylamino)-1H-pyrazol-3-yl)cyclopentyliso-propylcarbamate